CC(C)(C)OC(=O)N1CCCC[C@@H]1C(=O)O (R)-(+)-N-Boc-2-piperidinecarboxylic acid